BrC=1C=C2C(N(C(=NC2=CC1)C)C1=NC=CC=C1)=O 6-bromo-2-methyl-3-(pyridin-2-yl)quinazolin-4(3H)-one